C(C)(C)(C)OC(=O)N1[C@@H](CCC1)C(NCC1=CC=C(C=C1)OCC1=CC=C(C=C1)C(F)(F)F)=O (S)-2-((4-((4-(trifluoromethyl)benzyl)oxy)benzyl)carbamoyl)pyrrolidine-1-carboxylic acid tert-butyl ester